FC1=CC(=C(N)C=C1)N1C[C@H](N([C@H](C1)C)C)C cis-4-fluoro-2-(3,4,5-trimethylpiperazin-1-yl)aniline